CC1(C(C1(C)C)C(=O)O[C@H](C1=CC(=CC=C1)OC1=CC=CC=C1)C#N)C |r| (RS)-α-cyano-3-phenoxybenzyl 2,2,3,3-tetramethylcyclopropanecarboxylate